O1CCC(=CC1)C=1C2=C(C(=NC1)OC)N=C(S2)NC(=O)N2CCC(CC2)N2C(CCC2=O)=O 4-(2,5-Dioxo-pyrrolidin-1-yl)-piperidine-1-carboxylic acid [7-(3,6-dihydro-2H-pyran-4-yl)-4-methoxy-thiazolo[4,5-c]pyridin-2-yl]-amide